3-hydroxy-N'-(1,3-dimethylbutyl)-2-naphthoyl-hydrazine OC=1C(=CC2=CC=CC=C2C1)C(=O)NNC(CC(C)C)C